P(OC(C)(O)OP([O-])=O)([O-])=O.[Na+].[Na+].[Na+].[Na+].OC(C)(OP([O-])=O)OP([O-])=O tetrasodium 1-hydroxyethylidene bisphosphonate